disodium phosphate hydrochloride Cl.P(=O)([O-])([O-])O.[Na+].[Na+]